ClC=1C(=C(C=CC1)NN1C(=CC=2C(NCC(C21)C)=O)C2=CC=NC1=CC=C(N=C21)OC2CC2)OC [(3-chloro-2-methoxyphenyl)amino]-2-(6-cyclopropoxy-1,5-naphthyridin-4-yl)7-methyl-1H-5H-6H-7H-pyrrolo[3,2-c]pyridin-4-one